4-Bromobenzo[d][1,3]dioxole-2,2-d2 BrC1=CC=CC=2OC(OC21)([2H])[2H]